quinolin-3-aldehyde N1=CC(=CC2=CC=CC=C12)C=O